(S)-2-(3-((4-(benzyl(methyl)amino)-5-fluoropyrimidin-2-yl)oxy)pyrrolidin-1-yl)-N-(3-(2-((1,5-dimethyl-1H-pyrazol-3-yl)amino)-5-methylpyrimidin-4-yl)-1H-indol-7-yl)acetamide C(C1=CC=CC=C1)N(C1=NC(=NC=C1F)O[C@@H]1CN(CC1)CC(=O)NC=1C=CC=C2C(=CNC12)C1=NC(=NC=C1C)NC1=NN(C(=C1)C)C)C